{(2R,5S)-5-[5-(4-chloro-1H-pyrrol-2-yl)-1,2,4-oxadiazol-3-yl]-2-methylpiperidin-1-yl}(2-methoxy-4-methylphenyl)methanone ClC=1C=C(NC1)C1=NC(=NO1)[C@H]1CC[C@H](N(C1)C(=O)C1=C(C=C(C=C1)C)OC)C